tert-Butyl 3-(difluoromethylene)pyrrolidine-1-formate FC(=C1CN(CC1)C(=O)OC(C)(C)C)F